1-(2,6-dichlorophenyl)-4-((4-(1-methyl-1H-tetrazol-5-yl)phenyl)amino)-1H-pyrazole-3-carboxamide ClC1=C(C(=CC=C1)Cl)N1N=C(C(=C1)NC1=CC=C(C=C1)C1=NN=NN1C)C(=O)N